CCCCCCCCC(CCCCCCCC)O Heptadecan-9-Ol